ClC=1C=C2CC(CC2=CC1Cl)C(=O)OC methyl 5,6-dichloro-2,3-dihydro-1H-indene-2-carboxylate